2-chloro-1,3-dimethylimidazolidinium ClC1[NH+](CCN1C)C